(5-(3-ethyl-1H-pyrrolo[2,3-b]pyridin-5-yl)-2-hydroxyphenyl)dimethylphosphin oxide C(C)C1=CNC2=NC=C(C=C21)C=2C=CC(=C(C2)P(C)(C)=O)O